((S)-2-((R)-1,2-dihydroxy-2-methylpropyl)-2-methylpyrrolidin-1-yl)(1-(4-fluorophenyl)-8-methoxy-9-(2-methyl-2H-tetrazol-5-yl)-5,6-dihydropyrrolo[2,1-a]isoquinolin-3-yl)methanone O[C@@H](C(C)(C)O)[C@]1(N(CCC1)C(=O)C1=CC(=C2N1CCC1=CC(=C(C=C21)C=2N=NN(N2)C)OC)C2=CC=C(C=C2)F)C